(E)-4-chloro-N-(4-(1-(1,2-dimethyl-6-(trifluoromethyl)-1H-benzo[d]imidazol-5-yl)pyrrolo[1,2-a]pyrazine-6-carbonyl)-2,6-difluorophenyl)but-2-enamide ClC/C=C/C(=O)NC1=C(C=C(C=C1F)C(=O)C1=CC=C2N1C=CN=C2C2=CC1=C(N(C(=N1)C)C)C=C2C(F)(F)F)F